FC(C(=O)O)(F)F.COC=1C2=C(N=C(N1)OC[C@H]1N(CCC1)C)CNCC2 (S)-4-methoxy-2-((1-methylpyrrolidin-2-yl)methoxy)-5,6,7,8-tetrahydropyrido[3,4-d]pyrimidine trifluoroacetate